C1(CCCCC1)C1=NOC(C1)C(=O)O 3-cyclohexyl-4,5-dihydroisoxazole-5-carboxylic acid